FC=1C=C(C=CC1F)C1=CN=CN1 5-(3,4-difluorophenyl)-1H-imidazole